N-(5-iodopyridin-2-yl)-5-(4-methylphenyl)-4-oxo-1-(tetrahydro-2H-pyran-4-ylmethyl)-1,4-dihydropyridine-3-carboxamide IC=1C=CC(=NC1)NC(=O)C1=CN(C=C(C1=O)C1=CC=C(C=C1)C)CC1CCOCC1